FC(OC1=NC=CC(=C1)CNC(=O)NCC(C(F)(F)F)C(F)(F)F)F 1-[[2-(difluoromethoxy)pyridin-4-yl]methyl]-3-[3,3,3-trifluoro-2-(trifluoromethyl)propyl]urea